FC=1C=CC(=NC1)NC(CC1=NN2C(NC=C(C2=O)C(=O)N(C2CCOCC2)C)=C1)=O 2-(((5-fluoropyridin-2-yl)amino)-2-oxoethyl)-N-methyl-7-oxo-N-(tetrahydro-2H-pyran-4-yl)-4,7-dihydropyrazolo[1,5-a]pyrimidine-6-carboxamide